2-methoxy-5-(3-methoxyazetidin-1-yl)benzaldehyde COC1=C(C=O)C=C(C=C1)N1CC(C1)OC